Di-tert-butyl ethane-1,2-diyldicarbamate C(CNC(OC(C)(C)C)=O)NC(OC(C)(C)C)=O